O(P([O-])(=O)OP(=O)([O-])[O-])CCC(CBr)(C)O 4-bromo-3-hydroxy-3-methylbutyl diphosphate